C(=O)(OC(C)(C)C)NNC(C(=O)O)(C)C 2-(2-Boc-hydrazino)-2-methylpropanoic acid